C(C)C(/C=C/C(C)=O)CCCC(CCC=C(C)C)=C (E)-5-ethyl-13-methyl-9-methylenetetradec-3,12-dien-2-one